rac-(2R,3R)-8-azaspiro[4.5]decane-2,3-diol C1[C@H]([C@@H](CC12CCNCC2)O)O |r|